C(CCCCCC)P(O)O 1-heptyl-phosphonous acid